3-(6-((((3-(6-hydroxy-3-oxoisoindolin-1-yl)-1H-indol-2-yl)methyl)amino)methyl)-1-((1-methyl-1H-imidazol-4-yl)methyl)-1H-indol-3-yl)propanoic acid OC1=CC=C2C(NC(C2=C1)C1=C(NC2=CC=CC=C12)CNCC1=CC=C2C(=CN(C2=C1)CC=1N=CN(C1)C)CCC(=O)O)=O